[N+3].O[NH-].O[NH-].O[NH-] N-hydroxyamide nitrogen